C(#N)C=1C=C(C=CC1)C[C@@H](C(N[C@@H]([C@H](CC)C)C(NC)=O)=O)NC(OC(C)(C)C)=O tert-butyl N-[(1S)-2-(3-cyanophenyl)-1-{[(1S,2S)-2-methyl-1-(methylcarbamoyl)butyl]carbamoyl}ethyl]carbamate